triazasilole N1N=N[SiH]=C1